ethyl 4-(chlorosulfonyl)-1,3-dimethyl-1H-pyrrole-2-carboxylate ClS(=O)(=O)C=1C(=C(N(C1)C)C(=O)OCC)C